(R)-N-(3-(5-chloro-2-methoxyphenyl)-1-(2-cyclopentyl-2-hydroxyethyl)-1H-pyrazol-4-yl)pyrazolo[1,5-a]pyrimidine-3-carboxamide ClC=1C=CC(=C(C1)C1=NN(C=C1NC(=O)C=1C=NN2C1N=CC=C2)C[C@H](O)C2CCCC2)OC